(5E,7Z)-5,7-dodecadiene-1-ol C(CCC\C=C\C=C/CCCC)O